(R)-((2-(((1,1,1-trifluoro-3-hydroxypropan-2-yl)oxy)carbonyl)-2-azaspiro[3.3]heptan-6-ylidene)methyl)boronic acid FC([C@@H](CO)OC(=O)N1CC2(C1)CC(C2)=CB(O)O)(F)F